2-(3-aminotetrahydrofuran-2-yl)-3-bromo-5-chlorothiophene NC1C(OCC1)C=1SC(=CC1Br)Cl